rac-1-(2-fluorobenzyl)-7-methyl-1,5,6,7-tetrahydro-4H-pyrazolo[4,3-c]pyridin-4-one FC1=C(CN2N=CC=3C(NC[C@H](C32)C)=O)C=CC=C1 |r|